OC1(CC1)CC(C)=O 1-(1-hydroxycyclopropyl)propan-2-one